2-methylenebicyclo[3.1.1]heptan-3-ol C=C1C2CC(CC1O)C2